5-[1-[5-(2-aminoethylamino)pyrimidin-2-yl]-3-(trifluoromethyl)pyrazol-4-yl]-N-[3-chloro-4-[4-(piperidine-4-carbonyl)piperazine-1-carbonyl]phenyl]-1-methyl-imidazole-2-carboxamide NCCNC=1C=NC(=NC1)N1N=C(C(=C1)C1=CN=C(N1C)C(=O)NC1=CC(=C(C=C1)C(=O)N1CCN(CC1)C(=O)C1CCNCC1)Cl)C(F)(F)F